FC(C=1C=NC(=NC1)N1CCC(CC1)N1C(CCCC1)=O)(F)F 1'-(5-(trifluoromethyl)pyrimidin-2-yl)-[1,4'-bipiperidin]-2-one